CC1CN(C2(C1)CCNCC2)C(=O)NC=2C(N(C=C(C2)C(F)(F)F)C)=O 3-methyl-N-(1-methyl-2-oxo-5-(trifluoromethyl)-1,2-dihydropyridin-3-yl)-1,8-diazaspiro[4.5]decane-1-carboxamide